7-[4-(3-Anilinophenyl)-5-(2,2-difluoropropyl)-6-oxo-1,4,5,6-tetrahydropyrrolo[3,4-c]pyrazol-3-yl]-1,3-benzoxazol-2(3H)-one N(C1=CC=CC=C1)C=1C=C(C=CC1)C1N(C(C=2NN=C(C21)C2=CC=CC=1NC(OC12)=O)=O)CC(C)(F)F